N1,N1,N1,N8,N8,N8-hexamethyloctane-1,8-diaminium dihydroxide [OH-].[OH-].C[N+](CCCCCCCC[N+](C)(C)C)(C)C